C(C)(C)(C)OC(NC1C2CNCC12)=O 3-azabicyclo[3.1.0]Hexane-6-ylcarbamic acid tert-butyl ester